COC(C1CCN(CC1)C1=CC=C(C=C1)C1=C(CCC2=CC(=CC=C12)OC)CC(F)(F)F)OC 4-(dimethoxymethyl)-1-(4-(6-methoxy-2-(2,2,2-trifluoroethyl)-3,4-dihydronaphthalen-1-yl)phenyl)piperidine